5-Bromo-1H-indazole-6-carbonitrile BrC=1C=C2C=NNC2=CC1C#N